3,5-bis(trifluoromethyl)benzyl 5-((1H-benzo[d][1,2,3]triazole-5-carboxamido)methyl)-2-azabicyclo[2.2.1]heptane-2-carboxylate N1N=NC2=C1C=CC(=C2)C(=O)NCC2C1CN(C(C2)C1)C(=O)OCC1=CC(=CC(=C1)C(F)(F)F)C(F)(F)F